2-chloro-2'-ethynyl-6'-methyl-spiro[4,5-dihydrothieno[2,3-c]pyran-7,4'-piperidin]-4-ol ClC1=CC2=C(S1)C1(CC(NC(C1)C)C#C)OCC2O